3-Methyl-6'-{5-[(7S)-7-{3-oxa-6-azabicyclo[3.1.1]heptan-6-yl}-6,7,8,9-tetrahydro-5H-benzo[7]annulen-2-yl]-1H-pyrrolo[2,3-b]pyridin-3-yl}-2,3'-bipyridine CC=1C(=NC=CC1)C=1C=NC(=CC1)C1=CNC2=NC=C(C=C21)C=2C=CC1=C(CC[C@H](CC1)N1C3COCC1C3)C2